5-[(3S,5R)-3,5-dimethylpiperazin-1-yl]-N-[7-fluoro-2-(2-hydroxyethyl)indazol-5-yl]-2-methoxy-quinazoline-8-carboxamide C[C@H]1CN(C[C@H](N1)C)C1=C2C=NC(=NC2=C(C=C1)C(=O)NC1=CC2=CN(N=C2C(=C1)F)CCO)OC